2-ethyl-4,7-dimethoxy-1H-benzo[d]imidazole C(C)C1=NC2=C(N1)C(=CC=C2OC)OC